(1s,3s,4s,5r)-2-(tert-butoxycarbonyl)-5-hydroxy-2-azabicyclo[2.2.2]octane-3-carboxylic acid C(C)(C)(C)OC(=O)N1[C@@H]2C[C@H]([C@H]([C@H]1C(=O)O)CC2)O